N-(4-(2-methyl-4-nitrophenoxy)pyridin-2-yl)cyclopropanecarboxamide CC1=C(OC2=CC(=NC=C2)NC(=O)C2CC2)C=CC(=C1)[N+](=O)[O-]